FC(C=1C(=C(C=CC1)[C@@H](C)NC=1C2=C(N=C(N1)OC[C@@H]1N(CCC1)C)N=C(C(=C2)C2(CC2)C#N)OC)F)F 1-(4-(((R)-1-(3-(difluoromethyl)-2-fluorophenyl)ethyl)amino)-7-methoxy-2-(((R)-1-methylpyrrolidin-2-yl)methoxy)pyrido[2,3-d]pyrimidin-6-yl)cyclopropane-1-carbonitrile